5-chloro-tryptophan ClC1=CC=C2NC=C(C[C@H](N)C(=O)O)C2=C1